N-(2-((2-(dimethylamino)ethyl)(methyl)amino)-5-((5-fluoro-4-(7-fluoro-1H-indol-3-yl)pyrimidin-2-yl)amino)phenyl)propionamide CN(CCN(C1=C(C=C(C=C1)NC1=NC=C(C(=N1)C1=CNC2=C(C=CC=C12)F)F)NC(CC)=O)C)C